(6-{3-Azabicyclo[3.1.0]hex-3-yl}pyridazin-3-yl)methanol C12CN(CC2C1)C1=CC=C(N=N1)CO